(2-chloro-4-((3-(3-fluoro-4-methoxy-phenyl)imidazo[1,2-a]pyrazin-8-yl)amino)phenyl)(4-(2-(methylamino)ethyl)piperazin-1-yl)methanone ClC1=C(C=CC(=C1)NC=1C=2N(C=CN1)C(=CN2)C2=CC(=C(C=C2)OC)F)C(=O)N2CCN(CC2)CCNC